(+/-)-N5-((1R,2R)-2-(methoxymethyl)cyclopropyl)-N7,3-dimethyl-3-phenyl-2,3-dihydrobenzofuran-5,7-dicarboxamide COC[C@H]1[C@@H](C1)NC(=O)C=1C=C(C2=C([C@](CO2)(C2=CC=CC=C2)C)C1)C(=O)NC |&1:14|